(S)-6-(6-(3-fluoropyrrolidin-1-yl)pyridin-3-yl)-2-(pyridin-3-yl)-1,2-dihydro-3H-pyrrolo[1,2-c]imidazol-3-one F[C@@H]1CN(CC1)C1=CC=C(C=N1)C=1C=C2N(C(N(C2)C=2C=NC=CC2)=O)C1